(trilauroic acid) aluminum [Al].C(CCCCCCCCCCC)(=O)O.C(CCCCCCCCCCC)(=O)O.C(CCCCCCCCCCC)(=O)O